C1(CC1)CCNC(=O)N1C(=NC(=C1)C1=NC=CC=C1)OCC N-(2-Cyclopropylethyl)-2-ethoxy-4-(pyridin-2-yl)-1H-imidazole-1-carboxamide